FC1(CC(C1)OC=1C2=C(C(=NC1)C(F)(F)F)C1([C@@H]([C@@H]2O)F)OCCO1)F (5'R,6'R)-4'-(3,3-difluorocyclobutoxy)-6'-fluoro-1'-(trifluoromethyl)spiro[1,3-dioxolane-2,7'-5,6-dihydrocyclopenta[c]pyridine]-5'-ol